N1N=CC2=C(C=CC=C12)C=1C=CC=2N(C3=CC=C(C=C3OC2C1)C1=C2C=NNC2=CC=C1)CCN1[C@H]2CN([C@@H](C1)C2)C(=O)OC(C)(C)C tert-butyl (1R,4R)-5-(2-(3,7-di(1H-indazol-4-yl)-10H-phenoxazin-10-yl)ethyl)-2,5-diazabicyclo[2.2.1]heptane-2-carboxylate